NC=1C(=CC(=CC1)S(=O)(=O)O)S(=O)(=O)O aniline-2,4-disulfonic acid